N-(2-(2-Ethyl-10-(2-((4-ethylphenyl)amino)-2-oxoethyl)-4-oxo-4,10-dihydrobenzo[4,5]imidazo[1,2-a]pyrimidin-3-yl)phenyl)acrylamide C(C)C=1N=C2N(C(C1C1=C(C=CC=C1)NC(C=C)=O)=O)C1=C(N2CC(=O)NC2=CC=C(C=C2)CC)C=CC=C1